acrylic acid trifluoroacetate salt FC(C(=O)O)(F)F.C(C=C)(=O)O